aminotri(methylenephosphonic acid) pentasodium salt C(N(CP(=O)([O-])[O-])CP(=O)([O-])[O-])P(=O)(O)[O-].[Na+].[Na+].[Na+].[Na+].[Na+]